5-(cyclopropylmethoxy)-N-(2-fluoro-5-{[(1S,2S)-2-hydroxycyclohexyl]carbamoyl}phenyl)pyridine-3-carboxamide C1(CC1)COC=1C=C(C=NC1)C(=O)NC1=C(C=CC(=C1)C(N[C@@H]1[C@H](CCCC1)O)=O)F